(R)-5-(4-(6-chloropyrazolo[1,5-a]pyridin-2-yl)-4,5,6,7-tetrahydro-1H-imidazo[4,5-c]pyridine-5-carbonyl)oxazole-4-carbonitrile ClC=1C=CC=2N(C1)N=C(C2)[C@@H]2N(CCC1=C2N=CN1)C(=O)C1=C(N=CO1)C#N